ketoglutarate sodium salt [Na+].O=C(C(=O)[O-])CCC(=O)[O-].[Na+]